IC=1C=NN2C1N=C(C=C2NC)N2[C@@H](COCC2)C (R)-3-iodo-N-methyl-5-(3-methylmorpholino)pyrazolo[1,5-a]pyrimidin-7-amine